NC1=NC=2N(C=C1)N=C(C2C2=CC(=[N+](C(=C2)C)[O-])C)C=2C=C(C#N)C=CC2 3-[5-Amino-3-(2,6-dimethyl-1-oxido-pyridin-1-ium-4-yl)pyrazolo[1,5-a]pyrimidin-2-yl]benzonitrile